[NH4+].N1(C(CCC1)=O)C#N pyrrolidonecarbonitrile ammonium salt